2'-neopentyl-1H-spiro[benzo[d][1,2]azaphosphole-3,3'-pyrrolidine]-5'-carboxamide 2-oxide C(C(C)(C)C)C1NC(CC12P(NC1=C2C=CC=C1)=O)C(=O)N